(S)-N3-methyl-N5-(oxetan-3-yl)-1-(1-phenylethyl)-1H-pyrazole-3,5-dicarboxamide CNC(=O)C1=NN(C(=C1)C(=O)NC1COC1)[C@@H](C)C1=CC=CC=C1